C(CCCCCCC\C=C/C\C=C/CCCCC)C(CC(=O)OCCCN(C)C)CCCCCCCC\C=C/C\C=C/CCCCC 3-(dimethyl amino)-propyl (12Z,15Z)-3-[(9Z,12Z)-octadeca-9,12-dien-1-yl]-henicosa-12,15-dienoate